NC1=CC=C(OC2=CC3=C(N=C(N=C3)NC)N3C2=NCC3)C=C1 6-(4-aminophenoxy)-N-methyl-8,9-dihydroimidazo[1',2':1,6]pyrido[2,3-d]pyrimidin-2-amine